ClC1=CC=C(C=C1)C=1C=C(C(N(N1)C=1C=NN(C1)C)=O)C(=O)NC1=NN(C2=NC=CC=C21)C 6-(4-chlorophenyl)-2-(1-methyl-1H-pyrazol-4-yl)-N-(1-methyl-1H-pyrazolo[3,4-b]pyridin-3-yl)-3-oxo-2,3-dihydropyridazine-4-carboxamide